BrC=1C=NN(C(C1Br)=O)CC(=O)NCC1=C(C=NC=C1)C 4,5-dibromo-N-[(3-methyl-4-pyridinyl)methyl]-6-oxo-1(6H)-pyridazineacetamide